O1CCN(CC1)[C@@H]1CC[C@H](CC1)NC=1C2=C(N=CN1)NC=C2C2CCOCC2 N-(trans-4-morpholinocyclohexyl)-5-(tetrahydro-2H-pyran-4-yl)-7H-pyrrolo[2,3-d]pyrimidin-4-amine